2,4,6-tris(glycidoxymethyl)styrene ethyl-3-(6-bromo-chroman-2-yl)-propionate C(C)OC(CCC1OC2=CC=C(C=C2CC1)Br)=O.C(C1CO1)OCC1=C(C=C)C(=CC(=C1)COCC1CO1)COCC1CO1